6-(2-Fluorophenyl)-1,4-benzoxazinoimidazole-one FC1=C(C=CC=C1)C1=CC2=C(N=C3C(=NC(N3)=O)O2)C=C1